tin-molybdenum sulfide [Mo]=S.[Sn]